O[C@H]1[C@@H](CN(CC1)C(=O)OCC1=CC=CC=C1)C benzyl (3R,4R)-4-hydroxy-3-methyl-piperidine-1-carboxylate